1-fluoro-3-(trifluoromethyl)benzene FC1=CC(=CC=C1)C(F)(F)F